CC(C(=O)N)(C)OC1=C(C=CC=C1)[N+](=O)[O-] 2-methyl-2-(o-nitrophenoxy)-propionamide